5-(2-((2,2-difluoropropyl)amino)-7H-pyrrolo[2,3-d]pyrimidin-5-yl)-N-(pyridin-3-yl)pyrazolo[1,5-a]pyridine-3-carboxamide FC(CNC=1N=CC2=C(N1)NC=C2C2=CC=1N(C=C2)N=CC1C(=O)NC=1C=NC=CC1)(C)F